(S)-2-(3-chloro-4-fluoro-5-methylbenzyl)-6-(((R)-1-(5-fluoropyridin-2-yl)-2-methylpropyl)amino)-N-hydroxyhexanamide ClC=1C=C(C[C@@H](C(=O)NO)CCCCN[C@H](C(C)C)C2=NC=C(C=C2)F)C=C(C1F)C